COC(=O)C1=CC=C2C(=N1)COCC2=O 5-oxo-8H-pyrano[3,4-b]pyridine-2-carboxylic acid methyl ester